C(C)(CC)OC=1C(=CC2=CC(=CC=C2C1)NC1=CN=C2N1N=C(C=C2)Cl)C(=O)NC2=CC(=C(C=C2)CN2CCN(CC2)C)C(F)(F)F 3-(sec-Butoxy)-7-((6-chloroimidazo[1,2-b]pyridazin-3-yl)amino)-N-(4-((4-methylpiperazin-1-yl)methyl)-3-(trifluoromethyl)phenyl)-2-naphthamide